S(CCCC(=O)OCCCCCCCCCCC)CCCC(=O)OCCCCCCCCCCC di(undecyl) thiodibutyrate